CO[Si]1(N(CCC1)CC(=O)OC)OC 2,2-dimethoxy-1-(methoxycarbonyl)methyl-1-aza-2-silacyclopentane